N6'-(2-(1-(Cyclopropylsulfonyl)-1H-pyrazol-4-yl)pyrimidin-4-yl)-N4'-(3,3-difluorocyclobutyl)-5-((1-methylpiperidin-4-yl)oxy)-[2,3'-bipyridine]-4',6'-diamine C1(CC1)S(=O)(=O)N1N=CC(=C1)C1=NC=CC(=N1)NC1=CC(=C(C=N1)C1=NC=C(C=C1)OC1CCN(CC1)C)NC1CC(C1)(F)F